[Br-].C(C)(C)(C)OC(C[Zn+])=O (2-(t-Butoxy)-2-oxoethyl)Zinc bromide